tert-Butyl 4-[4-[3-cyano-5-[(1R)-1-(4-fluorophenyl) ethoxy]imidazo[1,2-a]pyridin-7-yl]-5-methyl-triazol-1-yl]piperidine-1-carboxylate C(#N)C1=CN=C2N1C(=CC(=C2)C=2N=NN(C2C)C2CCN(CC2)C(=O)OC(C)(C)C)O[C@H](C)C2=CC=C(C=C2)F